ClC1=C(C=CC=C1B1OCC(CO1)(C)C)CNC(OC(C)(C)C)=O tert-butyl N-[[2-chloro-3-(5,5-dimethyl-1,3,2-dioxaborinan-2-yl)phenyl]methyl]carbamate